lead zirconium nickel lead zirconium lead [Pb].[Zr].[Pb].[Ni].[Zr].[Pb]